C(C)(C)OC(NC1=CC(=C(C=C1)C1=CN=C(S1)[C@@H]1CC[C@H](CC1)N)S(NC(C)(C)C)(=O)=O)=O trans-N-[4-[2-(4-aminocyclohexyl)thiazol-5-yl]-3-(tert-butylsulfamoyl)phenyl]carbamic acid isopropyl ester